3-(azetidin-3-yl)-1H-indole N1CC(C1)C1=CNC2=CC=CC=C12